(E)-3-((4-methylbenzyl)amino)-2-(trifluoromethyl)acrylic acid ethyl ester C(C)OC(/C(=C\NCC1=CC=C(C=C1)C)/C(F)(F)F)=O